N-{4-[3-(5-Chloro-2-thienyl)-5-methyl-4-oxo-4,5-dihydro-1H-pyrrolo[3,2-c]pyridin-2-yl]pyridin-2-yl}-2-(4-fluorophenyl)propanamid ClC1=CC=C(S1)C1=C(NC2=C1C(N(C=C2)C)=O)C2=CC(=NC=C2)NC(C(C)C2=CC=C(C=C2)F)=O